O1CCN(CC1)CCOC=1C=CC(=NC1)C1=NC=CC2=C1N=C(N=C2)NC=2C=NC(=CC2)N2CCOCC2 8-(5-(2-Morpholinoethoxy)pyridin-2-yl)-N-(6-Morpholinopyridin-3-yl)pyrido[3,4-d]pyrimidin-2-amine